5-((1-(4-(1-Methyl-1,7-diazaspiro[3.5]nonan-7-yl)phenyl)-1H-imidazol-4-yl)amino)pyrazine-2-carbonitrile CN1CCC12CCN(CC2)C2=CC=C(C=C2)N2C=NC(=C2)NC=2N=CC(=NC2)C#N